6-(1-azaspiro[3.3]heptan-6-yl)-N-(3-chloro-2-fluoro-phenyl)quinazolin-4-amine N1CCC12CC(C2)C=2C=C1C(=NC=NC1=CC2)NC2=C(C(=CC=C2)Cl)F